(±)-trans-5-Isopropoxy-2-((3-ethoxypiperidin-4-yl)oxy)pyridine C(C)(C)OC=1C=CC(=NC1)O[C@H]1[C@@H](CNCC1)OCC |r|